(S)-tert-butyl 6-((1-cycloheptyl-2-((4-(3,5-dimethylpyridin-4-yl)phenyl)amino)-2-oxoethyl)carbamoyl)-3,4-dihydropyrrolo[1,2-a]pyrazine-2(1H)-carboxylate C1(CCCCCC1)[C@@H](C(=O)NC1=CC=C(C=C1)C1=C(C=NC=C1C)C)NC(=O)C1=CC=C2N1CCN(C2)C(=O)OC(C)(C)C